NC1=NC(=C(C=2C1=NN(N2)CC2=NC=CC=C2)C2=C(N=C(O2)C)CO)C=2C(=C(C#N)C=CC2)F 3-(4-amino-7-(4-(hydroxymethyl)-2-methyl-oxazol-5-yl)-2-(pyridin-2-ylmethyl)-2H-[1,2,3]triazolo[4,5-c]pyridin-6-yl)-2-fluorobenzonitrile